3-Acetamido-N-((S)-1-(5-(((S)-1,1-dimethyl-2,3-dihydro-1H-inden-2-yl)amino)pyridin-2-yl)-2,2,2-trifluoroethyl)-N-methylbicyclo[1.1.1]pentane-1-carboxamide C(C)(=O)NC12CC(C1)(C2)C(=O)N(C)[C@H](C(F)(F)F)C2=NC=C(C=C2)N[C@@H]2C(C1=CC=CC=C1C2)(C)C